BrCC=1C=C2N3C(=C4C(=C3C1)C=CC=C4)C(=N2)C2=NC=CC=C2 4-(bromomethyl)-1-(pyridin-2-yl)benzo[a]imidazo[5,1,2-cd]indolizine